FC1=CC=C(C=2C3=C(NC12)C[C@H](NC3)C)C |r| (R/S)-6-Fluoro-3,9-dimethyl-2,3,4,5-tetrahydro-1H-pyrido[4,3-b]indole